CN(C1=NC=C(C=N1)NC(O[C@H](C)[C@H](C)OC1=CC2=C(N=C(S2)C2=C3N=CC(=NC3=CC(=C2)C)OC)C=C1F)=O)C (2R,3S)-3-((5-fluoro-2-(2-methoxy-7-methylquinoxalin-5-yl)benzo[d]thiazol-6-yl)oxy)butan-2-yl (2-(dimethylamino)pyrimidin-5-yl)carbamate